iron threonate O=C([C@@H](O)[C@H](O)CO)[O-].[Fe+2].O=C([C@@H](O)[C@H](O)CO)[O-]